NC1=C(C=C(C=C1)O)F 4-amino-3-fluorophenol